C(C)(C)(C)C1=CC(=NO1)NC(NC1=CC=C2/C(/C(NC2=C1)=O)=C/C1=C(C(=C(N1)C)C(=O)OC)C)=O methyl (Z)-5-((6-(3-(5-(tert-butyl) isoxazol-3-yl) ureido)-2-oxindole-3-ylidene) methyl)-2,4-dimethyl-1H-pyrrole-3-carboxylate